C(#N)C=1C=C(C=CC1F)NC(=O)N1CC=2C(=NN3C2C=2C(CCC3)=CON2)C[C@H]1C (10R)-N-(3-Cyano-4-fluorophenyl)-10-methyl-5,6,9,10-tetrahydro-4H-isoxazolo[3,4-c]pyrido[4',3':3,4]pyrazolo[1,5-a]azepine-11(12H)-carboxamide